1,4-Dibromopentane BrCCCC(C)Br